(3R)-3-{[2-(4-methylphenyl)[1,2,4]triazolo[1,5-c]quinazolin-5-yl]amino}azepan-2-one CC1=CC=C(C=C1)C1=NN2C(=NC=3C=CC=CC3C2=N1)N[C@H]1C(NCCCC1)=O